2-((3,5-dicyano-4-ethyl-6-methylpyridin-2-yl)thio)-2-phenylacetamide C(#N)C=1C(=NC(=C(C1CC)C#N)C)SC(C(=O)N)C1=CC=CC=C1